4-hydroxyphenyl-(α-naphthylmethyl)methyl-sulfonium hexafluoroantimonate F[Sb-](F)(F)(F)(F)F.OC1=CC=C(C=C1)[S+](C)CC1=CC=CC2=CC=CC=C12